Methyl 2-(5-((8-bromo-6-((2-imino-3-methyl-2,3-dihydro-1H-imidazol-1-yl)methyl)-4-oxochroman-3-yl)methyl)-2-chlorophenoxy)acetate BrC=1C=C(C=C2C(C(COC12)CC=1C=CC(=C(OCC(=O)OC)C1)Cl)=O)CN1C(N(C=C1)C)=N